(3R)-3-[(3-hydroxybenzoyl)amino]piperidine-1-carboxylic acid tert-butyl ester C(C)(C)(C)OC(=O)N1C[C@@H](CCC1)NC(C1=CC(=CC=C1)O)=O